C1N(C[C@@H]2[C@H]1CNC2)CC2=CC=C(C=C2)N2C(=NC=1C2=NC(=CC1)C1=CC=CC=C1)C=1C(=NC=CC1)N 3-(3-(4-(((3aR,6aS)-Hexahydropyrrolo[3,4-c]pyrrol-2(1H)-yl)methyl)phenyl)-5-phenyl-3H-imidazo[4,5-b]pyridin-2-yl)pyridin-2-amine